C(C)(C)(C)C1=CC(=C(C=N1)B(O)O)C1CCC(CC1)C(F)(F)F [6-tert-butyl-4-[4-(trifluoromethyl)cyclohexyl]-3-pyridyl]boronic acid